methyl cis-3-((ethylsulfonyl)amino)-2-(((cis-4-phenylcyclohexyl) oxy)methyl)-piperidine-1-carboxylate C(C)S(=O)(=O)N[C@@H]1[C@@H](N(CCC1)C(=O)OC)CO[C@@H]1CC[C@@H](CC1)C1=CC=CC=C1